1-{3-[(1H-indol-6-ylmethyl)amino]pyrido[2,3-b]pyrazin-6-yl}azetidin-3-amine N1C=CC2=CC=C(C=C12)CNC1=CN=C2C(=N1)N=C(C=C2)N2CC(C2)N